C1(=CC=CC=C1)CCC(C(O)O)C 2-(2-phenylethyl)propanediol